COC(C1=C(C(=C(C(=C1)C(F)(F)F)C=1SC=C(C1)Cl)I)N)=O 2-amino-4-(4-chlorothien-2-yl)-3-iodo-5-(trifluoromethyl)benzoic acid methyl ester